2-chloro-5-(trifluoromethyl)-3-pyridinepropionic acid ClC1=NC=C(C=C1CCC(=O)O)C(F)(F)F